N-(6-chloropyridin-3-yl)-6-((2,2-dimethylpent-3-yn-1-yl)oxy)isoquinolin-1-amine ClC1=CC=C(C=N1)NC1=NC=CC2=CC(=CC=C12)OCC(C#CC)(C)C